OCC1=CC=C2CN(C(C2=C1)=O)C1C(N(C(CC1)=O)COCC[Si](C)(C)C)=O 3-(6-(hydroxymethyl)-1-oxoisoindolin-2-yl)-1-((2-(trimethylsilyl)ethoxy)methyl)piperidine-2,6-dione